N-arachidoyl-sarcosine benzyl-4-(1H-indol-5-yl)-3,6-dihydropyridine-1(2H)-carboxylate C(C1=CC=CC=C1)C1N(CC=C(C1)C=1C=C2C=CNC2=CC1)C(=O)O.C(CCCCCCCCCCCCCCCCCCC)(=O)N(C)CC(=O)O